7-((4-(2-methyl-6-(methylcarbamoyl)pyridin-3-yl)piperazin-1-yl)methyl)-6-fluoro-2-methyl-2,5-dihydro-4H-pyrazolo[4,3-c]quinolin-4-one CC1=NC(=CC=C1N1CCN(CC1)CC=1C=CC=2C=3C(C(NC2C1F)=O)=CN(N3)C)C(NC)=O